C(#N)C=1C=CC=C2NC[C@@H](NC12)[C@@H](C1=CC=CC=C1)NCCC=1C=C(C=CC1OC)C(C(=O)O)C 2-(3-(2-(((R)-((R)-8-cyano-1,2,3,4-tetrahydroquinoxalin-2-yl)(phenyl)methyl)amino)ethyl)-4-methoxyphenyl)propanoic acid